tert-Butyl (3-(2-acetylhydrazine-1-carbonyl)-1,7-naphthyridin-8-yl)carbamate C(C)(=O)NNC(=O)C=1C=NC2=C(N=CC=C2C1)NC(OC(C)(C)C)=O